C(#N)C1(C=C(SC1)CCCCC(=O)O)C(=S)CCCCCCCCCCCC 4-cyano-4-(dodecylthiocarbonyl)thiolpentanoic acid